CC(C(=O)C1=CC=C(C=C1)SC)(C)N1CCOCC1 2-methyl-1-(4-methylsulfanyl-phenyl)-2-morpholinyl-1-propanone